ClC1=C(C(=NC=2N1C=CN2)C)CC2=CC=C(C=C2)SC 5-chloro-7-methyl-6-(4-(methylthio)benzyl)imidazo[1,2-a]pyrimidine